N-(2-Methyl-2-phenoxypropyl)-4-(3-(4-methylpiperazin-1-yl)azetidin-1-yl)-1H-benzo[d]imidazole-1-carboxamide CC(CNC(=O)N1C=NC2=C1C=CC=C2N2CC(C2)N2CCN(CC2)C)(C)OC2=CC=CC=C2